1-chloro-2-(difluoromethoxy)-3-nitrobenzene ClC1=C(C(=CC=C1)[N+](=O)[O-])OC(F)F